N-((4-(3-(tert-butyl)-1,2,4-oxadiazol-5-yl)bicyclo[2.2.2]octan-1-yl)methyl)-N-(3-(dimethylphosphoryl)phenyl)-3,3-difluorocyclobutane-1-carboxamide C(C)(C)(C)C1=NOC(=N1)C12CCC(CC1)(CC2)CN(C(=O)C2CC(C2)(F)F)C2=CC(=CC=C2)P(=O)(C)C